OCCCC=1N(C=CN1)S(=O)(=O)NC (3-hydroxypropyl)-N-methyl-1H-imidazole-1-sulfonamide